C(C)(C)(C)C1=CC(=NO1)NC(=O)NC1=CC=C2/C(/C(NC2=C1)=O)=C/C=1NC(=CC1C)C (Z)-1-(5-(tert-butyl)isoxazol-3-yl)-3-(3-((3,5-dimethyl-1H-pyrrol-2-yl)methylene)-2-oxindol-6-yl)urea